3-methyl-5-benzylsalicylic acid CC1=C(C(C(=O)O)=CC(=C1)CC1=CC=CC=C1)O